CC=1N=CN(C1)C=1C=C(N)C=C(C1)C(F)(F)F 3-(4-methyl-1H-imidazole-1-yl)-5-(trifluoromethyl)aniline